C(#N)C=1N=CC(=NC1)NC1=CC(=C(N=N1)C(=O)NC(F)(F)F)NCC1CCNCC1 6-(5-cyanopyrazin-2-ylamino)-4-(piperidin-4-ylmethylamino)-N-(trifluoromethyl)pyridazine-3-carboxamide